COC1=C(C=NC(=C1)C(F)(F)F)[C@H]1[C@H](O[C@]([C@H]1C)(C(F)(F)F)C)C(=O)NC1=CC(=NC=C1)C(=O)N (2S,3S,4S,5R)-4-[[3-[4-Methoxy-6-(trifluoromethyl)-3-pyridyl]-4,5-dimethyl-5-(trifluoromethyl)tetrahydrofuran-2-carbonyl]amino]pyridin-2-carboxamid